n-heptyl isophthalate (n-nonyl)isophthalate C(CCCCCCCC)OC(C1=CC(C(=O)O)=CC=C1)=O.C(C1=CC(C(=O)O)=CC=C1)(=O)OCCCCCCC